6-amino-3-(2-methoxyethyl)-5-(2-methoxypyridin-3-yl)quinazolin-4(3H)-one NC=1C(=C2C(N(C=NC2=CC1)CCOC)=O)C=1C(=NC=CC1)OC